C(C)C1=CCCCC1=C Ethyl-6-methylenecyclohex-1-ene